CC(=CCCC(C)(C=C)O)C (+/-)-linalool